C(CCCCCCCCCCCCCCCCC)(=O)OCC(OC(CCCCCCC\C=C/CCCCCCCC)=O)COC(CCC)=O 1-stearoyl-2-oleoyl-3-butyrylglycerol